ethyl (3R)-6-(2-((2-(4-chlorophenyl)-5-(trifluoromethyl)-1H-imidazol-1-yl) methyl) phenoxy)-3-methylhexanoate ClC1=CC=C(C=C1)C=1N(C(=CN1)C(F)(F)F)CC1=C(OCCC[C@H](CC(=O)OCC)C)C=CC=C1